5,11-dibromo-7,7-dimethyl-7H-benzo[b]benzo[5,6]fluorene BrC1=CC2=C3C(C4=C(C=C3C=C2C2=C1C=CC=C2)C(=CC=C4)Br)(C)C